C(C1=CC=CC=C1)N1CC=2N(CC1)N=C(C2)Br 5-benzyl-2-bromo-4,5,6,7-tetrahydropyrazolo[1,5-a]pyrazine